CN1CCN(CC1)CCC(C)N1N=C2C=C(C=CC2=C1C1CCN(CC1)C(C=C)=O)C1=C(C=CC=C1)C(F)(F)F 1-(4-(2-(4-(4-methylpiperazin-1-yl)but-2-yl)-6-(2-(trifluoromethyl)phenyl)-2H-indazol-3-yl)piperidin-1-yl)prop-2-en-1-one